BrC=1C=C2C(=C(C(NC2=CC1)=O)C1=NN(C(C1)C1=CC=C(C=C1)OC)C(CC)=O)C 6-bromo-3-(5-(4-methoxyphenyl)-1-propionyl-4,5-dihydro-1H-pyrazol-3-yl)-4-methylquinolin-2(1H)-one